tert-butyl [(1S,2R)-2-aminocyclohexyl]carbamate N[C@H]1[C@H](CCCC1)NC(OC(C)(C)C)=O